C(C=C)O[C@H]1CC[C@](C=2C=CC=NC12)(C(=O)NCC1=C(C=C(C=C1)F)Cl)F (5S,8S)-8-(allyloxy)-N-(2-chloro-4-fluorobenzyl)-5-fluoro-5,6,7,8-tetrahydroquinoline-5-carboxamide